C(C)(C)(C)OC(=O)C1=CC(=CC2=NC3=CC=CC=C3C=C12)C=1OC(CN1)C(=O)OC methyl 2-{1-[(tert-butoxy) carbonyl] acridin-3-yl}-4,5-dihydro-1,3-oxazole-5-carboxylate